methyl 1-(5-chloro-2-(difluoromethoxy)phenyl)-6-(pyrazolo[1,5-a]pyrimidin-3-yl)-1H-pyrazolo[4,3-b]pyridine-3-carboxylate ClC=1C=CC(=C(C1)N1N=C(C2=NC=C(C=C21)C=2C=NN1C2N=CC=C1)C(=O)OC)OC(F)F